tert-butyl 7-((4-fluoro-2-(trifluoromethyl) benzyl) oxy)-3,4-dihydroisoquinoline-2(1H)-carboxylate FC1=CC(=C(COC2=CC=C3CCN(CC3=C2)C(=O)OC(C)(C)C)C=C1)C(F)(F)F